tricyclo[5.2.1.0(2,6)]dec-3-en-8-yl propanoate C(CC)(=O)OC1C2C3CC=CC3C(C1)C2